2-(3,5-difluorophenyl)-2,2-difluoroacetic acid FC=1C=C(C=C(C1)F)C(C(=O)O)(F)F